methyl-tris(1,1-dimethyl-2-propynoxy)silane C[Si](OC(C#C)(C)C)(OC(C#C)(C)C)OC(C#C)(C)C